4-bromo-3-(2,6-dichloro-4-fluorophenoxy)-1-methylpyridin-2(1H)-one BrC1=C(C(N(C=C1)C)=O)OC1=C(C=C(C=C1Cl)F)Cl